methyl 3-iodo-4-((3-nitrobenzyl)sulfonyl)benzoate IC=1C=C(C(=O)OC)C=CC1S(=O)(=O)CC1=CC(=CC=C1)[N+](=O)[O-]